ClC1=CC=C(C=C1)[C@H](C)NC=1N=CC2=C(N1)N(C(C=C2)=O)CC2=CC(=C(C=C2)F)F 2-{[(1S)-1-(4-chlorophenyl)ethyl]amino}-8-(3,4-difluorobenzyl)pyrido[2,3-d]pyrimidin-7(8H)-one